8-bromo-2,4-dimethyl-4H-chromene-3-carboxylic acid ethyl ester C(C)OC(=O)C1=C(OC2=C(C=CC=C2C1C)Br)C